N(=[N+]=[N-])CCCCC(=O)NS(=O)(=O)C1=CC=C(C(=O)ON2C(CCC2=O)=O)C=C1 2,5-dioxopyrrolidin-1-yl 4-(N-(5-azidopentanoyl)sulfamoyl)benzoate